6-(4-fluorobenzyl)-1,2,4-triazine-3,5(2H,4H)-dione FC1=CC=C(CC=2C(NC(NN2)=O)=O)C=C1